thymyl isobutyrate C(C(C)C)(=O)OC1=CC(C)=CC=C1C(C)C